(2S,3S)-2,5-dimethyl-4-oxo-2,3,4,5-tetrahydropyridine C[C@@H]1N=CC(C(C1)=O)C